(3-(4-(4-methylpyrimidin-5-yl)benzyl)-1,2,3-oxadiazol-3-ium-5-yl)((3-(trifluoromethyl)phenyl)carbamoyl)amide CC1=NC=NC=C1C1=CC=C(C[N+]2=NOC(=C2)[N-]C(NC2=CC(=CC=C2)C(F)(F)F)=O)C=C1